C(C(C)C)C1C(N2C(NO1)CN(C(C2CC(C)(C)C)=O)C2CCN(CC2)C(C)C)=O 3-isobutyl-8-(1-isopropylpiperidin-4-yl)-6-neopentyl-tetrahydropyrazino[2,1-c][1,2,4]oxadiazine-4,7(3H,6H)-dione